BrC1=CC=C(N=N1)N 6-Bromopyridazin-3-amine